(R*)-7-Fluoro-6-(5-(1-hydroxyethyl)-1-methyl-1H-1,2,4-triazol-3-yl)-4-isopropyl-2-(o-tolyl)isoquinolin-1(2H)-one FC1=C(C=C2C(=CN(C(C2=C1)=O)C1=C(C=CC=C1)C)C(C)C)C1=NN(C(=N1)[C@@H](C)O)C |o1:27|